(2R,3S,5R)-5-(6-amino-2-fluoro-9H-purin-9-yl)-2-((((1s,4R)-4-butylcyclohexane-1-carbonyl)oxy)methyl)-2-ethynyltetrahydrofuran-3-yl (1s,4S)-4-butylcyclohexane-1-carboxylate C(CCC)C1CCC(CC1)C(=O)O[C@@H]1[C@@](O[C@H](C1)N1C2=NC(=NC(=C2N=C1)N)F)(C#C)COC(=O)C1CCC(CC1)CCCC